2-(3-(isopropylamino)-2-oxo-6-phenylpyrazin-1(2H)-yl)acetamide C(C)(C)NC=1C(N(C(=CN1)C1=CC=CC=C1)CC(=O)N)=O